N2,3-dimethyl-N-(2-nitrophenyl)pyridine-2,5-diamine CN(C1=NC=C(C=C1C)N)C1=C(C=CC=C1)[N+](=O)[O-]